[2-(4-formylcyclohexyl)pyrazolo[1,5-a]Pyridin-5-yl]6-(trifluoromethyl)pyridine-2-carboxamide tert-Butyl-4-(methoxymethyl)-2-azabicyclo[2.1.1]hexane-2-carboxylate C(C)(C)(C)OC(=O)N1C2CC(C1)(C2)COC.C(=O)C2CCC(CC2)C2=NN1C(C=C(C=C1)C=1C(=NC(=CC1)C(F)(F)F)C(=O)N)=C2